4-((4-(1-methyl-1H-imidazol-4-yl)-5-(trifluoromethyl)pyrimidin-2-yl)amino)piperidine-1-carboxylic acid tert-butyl ester C(C)(C)(C)OC(=O)N1CCC(CC1)NC1=NC=C(C(=N1)C=1N=CN(C1)C)C(F)(F)F